C(CC)C(COC(CC)=O)CCC propanoic acid (S)-2-propylpentyl ester